ClC1=CC=C(CN2CC(N(C3(CN(C3)C(=O)NC)C2=O)CC2=CC=C(C=C2)C(F)(F)F)=O)C=C1 8-(4-chlorobenzyl)-N-methyl-6,9-dioxo-5-(4-(trifluoromethyl)benzyl)-2,5,8-triazaspiro[3.5]nonane-2-carboxamide